N1=C2N(C=C1)CCC2=O pyrrolo[1,2-a]imidazol-7(6H)-one